COC(CN1C2=C(C=C1C(=O)OCC)CC(C2)(C)C)OC ethyl 1-(2,2-dimethoxyethyl)-5,5-dimethyl-1,4,5,6-tetrahydrocyclopenta[b]pyrrole-2-carboxylate